The molecule is a member of the class resorcinols that is 5-(1-hydroxyethyl)benzene-1,3-diol in which one of the methyl hydrogens is replaced by a 1-(4-hydroxyphenyl)propan-2-amino group. A beta2-adrenergic agonist, it is used (as the hydrobromide salt) as a bronchodilator in the management of reversible airway obstruction. It has a role as a bronchodilator agent, a sympathomimetic agent, a beta-adrenergic agonist and a tocolytic agent. It is a secondary amino compound, a secondary alcohol and a member of resorcinols. CC(CC1=CC=C(C=C1)O)NCC(C2=CC(=CC(=C2)O)O)O